ethyl-isopropyl-(5-methoxy-5-oxo-1-phenylpentyl)sulfonium tetrafluoroborate F[B-](F)(F)F.C(C)[S+](C(CCCC(=O)OC)C1=CC=CC=C1)C(C)C